C1(CCCCC1)(CN)CN cyclohexane-bis-(methylamine)